phenyl-(triphenylmethyl) ether C1(=CC=CC=C1)OC(C1=CC=CC=C1)(C1=CC=CC=C1)C1=CC=CC=C1